4-(2-oxo-2,3-dihydro-1H-imidazo[4,5-b]pyridin-1-yl)piperidine-1-carboxylic acid tert-butyl ester C(C)(C)(C)OC(=O)N1CCC(CC1)N1C(NC2=NC=CC=C21)=O